1-(9-chloro-2,3-dimethoxy-5,6,8,9,10,11-hexahydro-7H-5,9:7,11-dimethanobenzo[9]annulen-7-yl)-3-(1-(tetrahydro-2H-pyran-4-carbonyl)piperidin-4-yl)urea ClC12CC3(CC(C4=C(C(C1)C3)C=C(C(=C4)OC)OC)C2)NC(=O)NC2CCN(CC2)C(=O)C2CCOCC2